((3-(Difluoromethylene)cyclobutoxy)methyl)benzene 2,2-dichloroacetate ClC(C(=O)O)Cl.FC(=C1CC(C1)OCC1=CC=CC=C1)F